ClC=1C(=C(C=CC1)C1=C(C=CC=C1)N(C)C)P(C1CCCCC1)C1CCCCC1 Chloro[2-(dicyclohexylphosphino)-2'-(N,N-dimethylamino)-1,1'-biphenyl]